((4-fluorobenzyl)(methyl)amino)-4-methyl-8-nitro-2H-benzopyran-2-one FC1=CC=C(CN(C)C=2C(OC3=C(C2C)C=CC=C3[N+](=O)[O-])=O)C=C1